C1C(CC12CCNCC2)CC#N 2-(7-azaspiro[3.5]non-2-yl)acetonitrile